C(C)(C)N(S(=O)(=O)C)CC1CN(CCC1)C1=NC=NC2=CC=CC=C12 N-ISOPROPYL-N-((1-(QUINAZOLIN-4-YL)PIPERIDIN-3-YL)METHYL)METHANESULFONAMIDE